4-((4-chloro-2-(N-methylmethanesulfonamido)phenyl)amino)-N-ethoxy-6-((5-fluoropyridin-2-yl)amino)nicotinamide ClC1=CC(=C(C=C1)NC1=CC(=NC=C1C(=O)NOCC)NC1=NC=C(C=C1)F)N(S(=O)(=O)C)C